COC=1C=C(CN2C[C@H]([C@@H](C2)C)C=2NC(C3=C(N2)N(N=C3)C3CCOCC3)=O)C=CC1 6-[(3S,4S)-1-(3-methoxybenzyl)-4-methylpyrrolidin-3-yl]-1-(tetrahydro-2H-pyran-4-yl)-1,5-dihydro-4H-pyrazolo[3,4-d]pyrimidin-4-one